N-[1-(2-methylphenyl)ethyl]pyrimidin-4-amine CC1=C(C=CC=C1)C(C)NC1=NC=NC=C1